Br.FCCOC1=C(CN2C(NCCC2)=N)C=CC=C1 1-(2-(2-Fluoroethoxy)benzyl)tetrahydropyrimidine-2(1H)-imine hydrobromide